3-mercapto-1-propyl-tripropoxysilane SCCC[Si](OCCC)(OCCC)OCCC